(S)-3-(3-(4-(((benzyloxy)carbonyl)amino)-8-bromo-10-chloro-6-methyl-5-oxo-3,4,5,6-tetrahydrobenzo[b][1,4]diazocine-1(2H)-yl)propoxy)azetidine-1-carboxylic acid tert-butyl ester C(C)(C)(C)OC(=O)N1CC(C1)OCCCN1C2=C(N(C([C@H](CC1)NC(=O)OCC1=CC=CC=C1)=O)C)C=C(C=C2Cl)Br